N1-(8-(heptyloxy)-2,6-dioctyl-1,2,3,5,6,7-hexahydropyrrolo[3,4-f]isoindol-4-yl)-N1-phenylbenzene-1,4-diamine C(CCCCCC)OC=1C=2CN(CC2C(=C2C1CN(C2)CCCCCCCC)N(C2=CC=C(C=C2)N)C2=CC=CC=C2)CCCCCCCC